N[C@]1([C@@H](CC[C@H](C1)CCB(O)O)CNC([C@@H](C(C)C)NC(=O)OC(C)(C)C)=O)C(=O)O (1R,2S,5R)-1-Amino-5-(2-boronoethyl)-2-(((R)-2-((tert-butoxycarbonyl)amino)-3-methylbutanamido)methyl)cyclohexane-1-carboxylic acid